C1CCC2=C(C=3CCCC3C=C12)NC(=O)N(S(=O)(=N)C=1C=NN2C1CCCC2)C(C2=CC=CC=C2)(C2=CC=CC=C2)C2=CC=CC=C2 N-((1,2,3,5,6,7-hexahydro-s-indacen-4-yl)carbamoyl)-N-trityl-4,5,6,7-tetrahydropyrazolo[1,5-a]pyridine-3-sulfonimidamide